C(\C=C\CCCCC)O e-2-octenol